C(C)(C)(C)OC(=O)N1C2CN(CC1CC2)C2=NC(=NC1=C(C(=C(C=C21)F)Br)F)F.CC=2C(=C(C=1CC3=CC=CC=C3C1C2)C2=C(C=CC=C2)C=2C(=CC=CC2)C2=CC=CC=C2)C (dimethylfluorenyl)terphenyl tert-butyl-3-(7-bromo-2,6,8-trifluoroquinazolin-4-yl)-3,8-diazabicyclo[3.2.1]octane-8-carboxylate